FC=1C=NN2C1C(=CC=C2C#N)N2C[C@@H](O[C@@H](C2)C)CO 3-fluoro-4-[(2r,6r)-2-(hydroxymethyl)-6-methyl-morpholin-4-yl]pyrazolo[1,5-a]pyridine-7-carbonitrile